3-((4-((4-(4-(6-amino-5-((R)-1-(2,6-dichloro-3-fluorophenyl)ethoxy)pyridin-3-yl)-1H-pyrazol-1-yl)piperidin-1-yl)methyl)phenyl)amino)piperidine-2,6-dione NC1=C(C=C(C=N1)C=1C=NN(C1)C1CCN(CC1)CC1=CC=C(C=C1)NC1C(NC(CC1)=O)=O)O[C@H](C)C1=C(C(=CC=C1Cl)F)Cl